(S)-1'-(6-amino-5-((2-amino-3-chloropyridin-4-yl)thio)-3-fluoropyrazin-2-yl)-1,3-dihydrospiro[inden-2,4'-piperidin]-1-amine oxalate C(C(=O)O)(=O)O.NC1=C(N=C(C(=N1)N1CCC2(CC1)[C@@H](C1=CC=CC=C1C2)N)F)SC2=C(C(=NC=C2)N)Cl